[8-[benzyloxycarbonyl-[(1-methyl-4-piperidyl)methyl]amino]-15-(4,4-dipentoxybutanoyloxy)pentadecyl] 4,4-dipentoxybutanoate C(CCCC)OC(CCC(=O)OCCCCCCCC(CCCCCCCOC(CCC(OCCCCC)OCCCCC)=O)N(CC1CCN(CC1)C)C(=O)OCC1=CC=CC=C1)OCCCCC